C1(CC1)OC=1C=CC(=NC1)NC(=O)C=1C(=CC(=C(C1)NC(=O)C1=CN=C(S1)NC(=O)[C@H]1COCC1)C)F N-[5-[(5-cyclopropyloxypyridin-2-yl)carbamoyl]-4-fluoro-2-methylphenyl]-2-[[(3R)-oxolane-3-carbonyl]amino]-1,3-thiazole-5-carboxamide